3-[4-[(4,5-dimethylbenzotriazol-2-yl)methyl]phenyl]-5-(trifluoromethyl)-1,2,4-oxadiazole CC1=C(C=CC2=NN(N=C21)CC2=CC=C(C=C2)C2=NOC(=N2)C(F)(F)F)C